1H-pyrazole-5(4H)-one N1N=CCC1=O